CC(CC(C)(C)C)(C)OOC(CCCCCC(C)(C)C)=O 1,1,3,3-Tetramethylbutyl-peroxyneodecanoat